CC(COC1=C(C=CC=C1)C1CCN(CC1)[C@H]1CC2(CN(C2)C=2OC=C(N2)C)CC1)(C)O (R)-2-methyl-1-(2-(1-(2-(4-methyloxazol-2-yl)-2-azaspiro[3.4]octan-6-yl)piperidin-4-yl)phenoxy)propan-2-ol